2-Fluoro-3-(1-methyl-6-(1-(methylsulfonyl)piperidin-4-yl)-1H-pyrazolo[4,3-c]pyridin-3-yl)-5-(trifluoromethyl)phenol FC1=C(C=C(C=C1C1=NN(C2=C1C=NC(=C2)C2CCN(CC2)S(=O)(=O)C)C)C(F)(F)F)O